COCOCCCC(CC(CCCCCCCCCCCC)C)C 4,6-Dimethyloctadecyl methoxymethyl ether